6-Chloro-3-[1-[2-(2-methylimidazo[1,2-b]pyridazin-6-yl)-4-oxo-6-(trifluoromethyl)chromen-8-yl]ethylamino]pyridine-2-carboxylic acid ClC1=CC=C(C(=N1)C(=O)O)NC(C)C=1C=C(C=C2C(C=C(OC12)C=1C=CC=2N(N1)C=C(N2)C)=O)C(F)(F)F